(2-(2,6-dioxopiperidin-3-yl)-7-fluoro-3-oxoisoindolin-5-yl)methyl (4-(pyridin-2-yl) phenyl)carbamate N1=C(C=CC=C1)C1=CC=C(C=C1)NC(OCC=1C=C2C(N(CC2=C(C1)F)C1C(NC(CC1)=O)=O)=O)=O